ClC=1C=C2CO[C@H](C2=CC1)[C@H]1O[C@H]([C@@H]([C@@]1(O)C)O)N1C=CC2=C1N=CN=C2C (2R,3S,4R,5R)-2-((R)-5-chloro-1,3-dihydroisobenzofuran-1-yl)-3-methyl-5-(4-methyl-7H-pyrrolo[2,3-d]pyrimidin-7-yl)tetrahydrofuran-3,4-diol